3-(2-amino-9-(2,6-difluorobenzyl)-9H-purin-6-yl)-2-fluorobenzonitrile NC1=NC(=C2N=CN(C2=N1)CC1=C(C=CC=C1F)F)C=1C(=C(C#N)C=CC1)F